N-isopropylpiperidine-1-carbothioamide C(C)(C)NC(=S)N1CCCCC1